C(N)(=N)N1CCC(=CC1)C1=C(C=C(C(=O)NC2=CC(=C(C=C2)C=2CCN(CC2)C(N)=N)C)C=C1)F 4-(1-carbamimidoyl-1,2,3,6-tetrahydro-pyridin-4-yl)-N-[4-(1-carbamimidoyl-1,2,3,6-tetrahydro-pyridin-4-yl)-3-methyl-phenyl]-3-fluoro-benzamide